C1(=CC=C(C=2C(C3=CC=CC=C3C(C12)=O)=O)C(=O)O)C(=O)O anthraquinone-1,4-dicarboxylic acid